3-(4,6-difluoro-1-oxo-5-(piperidin-4-yl)isoindolin-2-yl)piperidine-2,6-dione, benzenesulfonic acid salt C1(=CC=CC=C1)S(=O)(=O)O.FC1=C2CN(C(C2=CC(=C1C1CCNCC1)F)=O)C1C(NC(CC1)=O)=O